N(=C=S)C=1C(N(C=C(C1)C(F)(F)F)CCCN1CCOCC1)=O 3-isothiocyanato-1-(3-morpholinopropyl)-5-(trifluoromethyl)pyridin-2(1H)-one